BrC1=NN(C(=C1)N1C(CCC1)=O)COCC[Si](C)(C)C 1-(3-bromo-1-((2-(trimethylsilyl)ethoxy)methyl)-1H-pyrazol-5-yl)pyrrolidin-2-one